NC1=C(C=2C(=NC=C(C2S1)F)C=1C2=C(C=3C=NC(=NC3C1F)N1CC(C(C1)O)CN(C)C)COC2)C#N 2-Amino-4-(3-(3-((dimethylamino)methyl)-4-hydroxypyrrolidin-1-yl)-5-fluoro-7,9-dihydrofuro[3,4-f]quinazolin-6-yl)-7-fluorothieno[3,2-c]pyridine-3-carbonitrile